O1CCC(CC1)C1=NN=C2N1N=C(C=C2)C(=O)OC Methyl 3-(tetrahydro-2H-pyran-4-yl)-[1,2,4]triazolo[4,3-b]pyridazine-6-carboxylate